(Furan-2-yl)-3-methyl-1,4-ditosyl-1H-pyrazole O1C(=CC=C1)C1=C(C(=NN1S(=O)(=O)C1=CC=C(C)C=C1)C)S(=O)(=O)C1=CC=C(C)C=C1